NC1=C(C(=O)NC(C)C)C=C(C=N1)C1=C(C=C(C=C1)NC(=O)NC1=CC=CC=C1)C 2-amino-N-isopropyl-5-(2-methyl-4-(3-phenylureido)phenyl)nicotinamide